N,N-bis(trimethylsilyl)dodecylamine C[Si](N([Si](C)(C)C)CCCCCCCCCCCC)(C)C